1-((1R)-1-(4-(1-acetylpiperidin-2-yl)phenyl)-2-hydroxyethyl)-3-(2-ethynyl-thiazol-4-yl)-urea C(C)(=O)N1C(CCCC1)C1=CC=C(C=C1)[C@H](CO)NC(=O)NC=1N=C(SC1)C#C